1-[3-(5-amino-2-chloro-4-fluoro-phenyl)-5-methyl-4H-isoxazol-5-yl]ethanone NC=1C(=CC(=C(C1)C1=NOC(C1)(C)C(C)=O)Cl)F